4-phenyl-3-((3-((E)-4-((tetrahydro-2H-pyran-4-yl)methyl)styryl)-1H-indazol-6-yl)methylene)pyrrolidin-2-one C1(=CC=CC=C1)C1C(C(NC1)=O)=CC1=CC=C2C(=NNC2=C1)\C=C\C1=CC=C(C=C1)CC1CCOCC1